1-[((3R)-6-heptyloxy-3-methyl-3,4-dihydronaphthalen-2-yl)methyl]Azetidine-3-carboxylic acid C(CCCCCC)OC=1C=C2C[C@H](C(=CC2=CC1)CN1CC(C1)C(=O)O)C